Pentafluorosulfan FS(F)(F)(F)F